N-(3-chloro-2-fluoro-4-(oxetan-3-ylmethoxy)phenyl)-6-(piperidin-3-yl)quinazolin-4-amine ClC=1C(=C(C=CC1OCC1COC1)NC1=NC=NC2=CC=C(C=C12)C1CNCCC1)F